CC1(C2CC=C(C1C2)CCC2OCC(CO2)(C=O)C)C 2-(2-{6,6-dimethylbicyclo[3.1.1]hept-2-en-2-yl}ethyl)-5-methyl-1,3-dioxane-5-carbaldehyde